ClC=1C=C(CN2C(=C(C3=CC(=CC=C23)C(=O)OCC=C)C)C)C=C(C1)O[C@H](C(=O)OC)C (S)-allyl 1-(3-chloro-5-((1-methoxy-1-oxopropan-2-yl)oxy)benzyl)-2,3-dimethyl-1H-indole-5-carboxylate